6-(5-bromo-2-methoxyphenyl)-N-(2,4-dimethoxybenzyl)pyrimido[5,4-d]Pyrimidine BrC=1C=CC(=C(C1)C=1N=CC=2N(CN=CC2N1)CC1=C(C=C(C=C1)OC)OC)OC